C(C)(C)C=1C(=CC2=C(N(C(N2)=O)C2CCC(CC2)NC2CCOCC2)C1)C=1C=C(C=2N(C1)N=CN2)OC 6-Isopropyl-5-(8-methoxy-[1,2,4]triazolo[1,5-a]pyridin-6-yl)-1-((1S,4S)-4-((tetrahydro-2H-pyran-4-yl)amino)cyclohexyl)-1,3-dihydro-2H-benzo[d]imidazol-2-on